ClC=1C(C(=C(C(C1Cl)=O)Cl)Cl)=O 2,3,5,6-tetrachlorobenzoquinone